NC1=NC=CC(=C1F)CC=1C(=C(C(=C(C(=O)N)C1)NC=1C=CC2=C(C=CS2)C1)F)F 5-[(2-amino-3-fluoropyridin-4-yl)methyl]-2-(1-benzothien-5-ylamino)-3,4-difluorobenzamide